hydroxymelissic acid OC(C(=O)O)CCCCCCCCCCCCCCCCCCCCCCCCCCCC